CC1=C(C(=CC=C1)C)N1C(N=CC2=C1N1C=CC=C1CC2)NC2=C(C=C(C=C2)N2CCN(CC2)C(CNCC)=O)OC N-(2,6-dimethylphenyl)-2-[4-[4-[2-(ethylamino)acetyl]piperazin-1-yl]-2-methoxy-anilino]-5,6-dihydropyrimido[4,5-e]indolizine